CC1=NC(=CC(=C1)O[C@@H]1CN(CCC1)CC1=CN=C(S1)NC(C)=O)C (S)-N-(5-((3-((2,6-dimethylpyridin-4-yl)oxy)piperidin-1-yl)methyl)thiazol-2-yl)acetamide